4-(bromomethyl)-1-methoxy-2-(trifluoromethyl)benzene BrCC1=CC(=C(C=C1)OC)C(F)(F)F